ON=CCP(O)(=O)CCCCCCCCC (2-(hydroxyimino)ethyl)(nonyl)phosphinic acid